C(C#CCCCC)OC(CCCCC#N)OCC#CCCCC 6,6-bis(hept-2-yn-1-yloxy)hexanenitrile